N-[(3S)-9-Fluoro-2-oxo-5-phenyl-1,3-dihydro-1,4-benzodiazepin-3-yl]-2-[1-(oxan-4-yl)pyrazol-4-yl]-6,7-dihydro-5H-pyrazolo[5,1-b][1,3]oxazine-3-carboxamide FC1=CC=CC=2C(=N[C@@H](C(NC21)=O)NC(=O)C=2C(=NN1C2OCCC1)C=1C=NN(C1)C1CCOCC1)C1=CC=CC=C1